NCCOCCOCCC(=O)OC(C)(C)C t-butyl 9-amino-4,7-dioxanonanoate